FC(C(=O)[O-])(F)F.COC(=O)OC(C)OC(C(=O)OC1CC2CCC(C1)[N+]21CCCC1)(C1=CC=CC=C1)C1=CC=CC=C1 3-(2-(1-((methoxycarbonyl)oxy)ethoxy)-2,2-diphenylacetoxy)spiro[bicyclo[3.2.1]octane-8,1'-pyrrolidin]-8-ium trifluoroacetate